Methyl 3-nitrobenzenesulfonate [N+](=O)([O-])C=1C=C(C=CC1)S(=O)(=O)OC